C1(CCCCC1)C1=NC2=CC(=C(C=C2C(=C1)NC1CCN(CC1)C(C)C)OC)OCCCN1CCCC1 2-cyclohexyl-N-(1-isopropylpiperidin-4-yl)-6-methoxy-7-(3-(pyrrolidin-1-yl)propoxy)quinolin-4-amine